Fmoc-β-cyanoalanine C(=O)(OCC1C2=CC=CC=C2C2=CC=CC=C12)N[C@@H](CC#N)C(=O)O